phenyl-2,3-dichlorophenyl isocyanate C1(=CC=CC=C1)C1=C(C(=C(C=C1)N=C=O)Cl)Cl